rac-5-((1-oxo-1,3-dihydroisobenzofuran-5-yl)oxy)-7-azaspiro[3.5]nonane-7-carboxylic acid tert-butyl ester C(C)(C)(C)OC(=O)N1C[C@@H](C2(CCC2)CC1)OC=1C=C2COC(C2=CC1)=O |r|